(S)-2-hydroxy-1-(2-iminothiazolin-3-yl)-2-phenylethan-1-one O[C@H](C(=O)N1C(SC=C1)=N)C1=CC=CC=C1